N-((S)-(4,4-Difluorocyclohexyl)(5-((R)-1-(4,4,4-trifluorobutanamido)ethyl)-1H-benzo[d]imidazol-2-yl)methyl)-1-(3,3,3-trifluoropropyl)-1H-imidazole-4-carboxamide FC1(CCC(CC1)[C@H](NC(=O)C=1N=CN(C1)CCC(F)(F)F)C1=NC2=C(N1)C=CC(=C2)[C@@H](C)NC(CCC(F)(F)F)=O)F